CN1N=NN=C1C(C1=CC=CC=C1)=O 1-methyl-5-benzoyl-1H-tetrazole